4'-{4-[1-(methoxycarbonyl)piperidin-4-yl]benzamido}-[1,1'-biphenyl] COC(=O)N1CCC(CC1)C1=CC=C(C(=O)NC2=CC=C(C=C2)C2=CC=CC=C2)C=C1